(Z)-4-chloro-2-((4-hydroxy-1-(4-hydroxyphenyl)-3-oxobutan-2-ylimino)methyl)phenyl-isobutyrate ClC1=CC(=C(C=C1)OC(C(C)C)=O)\C=N/C(CC1=CC=C(C=C1)O)C(CO)=O